diethyl 3,5-di-t-butyl-4-hydroxy-benzylphosphonate C(C)(C)(C)C=1C=C(CP(OCC)(OCC)=O)C=C(C1O)C(C)(C)C